C(C)(C)(C)C(C(=O)OCCN1COCC1)C1=C(C=C(C(=C1)OCC1=CC=CC=C1)C(C(F)(F)F)CO[Si](C)(C)C(C)(C)C)F 2-(oxazolidin-3-yl)ethanol tert-butyl-2-[5-benzyloxy-4-[1-[[tert-butyl(dimethyl)silyl]oxymethyl]-2,2,2-trifluoro-ethyl]-2-fluoro-phenyl]acetate